5-[cis-3-methyl-5-(6-piperazin-1-yl-3,4-dihydro-1H-isoquinolin-2-yl)-1-piperidinyl]quinoline-8-carbonitrile C[C@@H]1CN(C[C@@H](C1)N1CC2=CC=C(C=C2CC1)N1CCNCC1)C1=C2C=CC=NC2=C(C=C1)C#N